C1(CC1)N1CCN(CC1)C1=CC=C(C=N1)N\C(\C)=C\1/C(NC2=CN=C(C=C21)C=2C=NC=CC2C)=O (Z)-3-(1-((6-(4-Cyclopropylpiperazin-1-yl)pyridin-3-yl)amino)ethylidene)-5-(4-methylpyridin-3-yl)-1H-pyrrolo[2,3-c]pyridin-2(3H)-one